FC(O[C@@H]1C[C@H](N(C1)C(CNC(C1=C(C(=CC=C1)OC1=CC=C(C=C1)C)F)=O)=O)C(=O)NC1=CC=2C=NC=CC2S1)F (2S,4R)-4-(difluoromethoxy)-1-((2-fluoro-3-(p-tolyloxy)benzoyl)glycyl)-N-(thieno[3,2-c]pyridin-2-yl)pyrrolidine-2-carboxamide